N-[[4-[(3-hydroxycyclobutyl)amino]-1-[4-(trifluoromethoxy)phenyl]pyrazolo[3,4-b]pyridin-3-yl]methyl]prop-2-enamide OC1CC(C1)NC1=C2C(=NC=C1)N(N=C2CNC(C=C)=O)C2=CC=C(C=C2)OC(F)(F)F